N-(4-(2-aminopyrimidin-4-yl)phenyl)-3,5-dichloro-benzamide NC1=NC=CC(=N1)C1=CC=C(C=C1)NC(C1=CC(=CC(=C1)Cl)Cl)=O